CN1N=CC(=C1)C=1C(=CC(=C(C1)NC1=NC=NC(=C1)N1OCC[C@@H]1C1=CC=CC=C1)OCC(F)(F)F)N1CCC(CC1)N1CCN(CC1)C (R)-N-(5-(1-methyl-1H-pyrazol-4-yl)-4-(4-(4-methylpiperazin-1-yl)piperidin-1-yl)-2-(2,2,2-trifluoroethoxy)phenyl)-6-(3-phenylisoxazolidin-2-yl)pyrimidin-4-amine